4-((R)-2-azidobutan-2-yl)-6-chloro-1-((1S,2R,3R)-2-methyl-3-(methylsulfonyl)cyclobutoxy)-2,7-naphthyridine N(=[N+]=[N-])[C@](C)(CC)C1=CN=C(C2=CN=C(C=C12)Cl)O[C@@H]1[C@H]([C@@H](C1)S(=O)(=O)C)C